OCCN1C=CC2=C1C=NN(C2=O)COCC[Si](C)(C)C 1-(2-hydroxyethyl)-5-((2-(trimethylsilyl)ethoxy)methyl)-1,5-dihydro-4H-pyrrolo[2,3-d]pyridazin-4-one